2-[3-(3-bromo-5-chlorophenyl)ureido]-4-chloro-N-(2-amino-ethyl)benzamide BrC=1C=C(C=C(C1)Cl)NC(NC1=C(C(=O)NCCN)C=CC(=C1)Cl)=O